2-({(1S)-1-[4-(4-propenylpiperazin-1-yl)phenyl]ethyl}amino)-8-[(2S)-3-methylbutan-2-yl]pyrido[2,3-d]pyrimidin-7(8H)-one C(=CC)N1CCN(CC1)C1=CC=C(C=C1)[C@H](C)NC=1N=CC2=C(N1)N(C(C=C2)=O)[C@@H](C)C(C)C